(1-((4-amino-2,2-dioxo-1H-benzo[c][1,2,6]-thiadiazin-5-yl)oxy)-2-methyl-propan-2-yl)isonicotinamide NC=1C2=C(NS(N1)(=O)=O)C=CC=C2OCC(C)(C)C2=C(C(=O)N)C=CN=C2